[Br-].C(CCC)[N+]1=CN(C2=C1C=CC=C2)CCCC 1,3-Dibutylbenzimidazolium bromide